3,5-bis(1,1-dimethylethyl)-4-methoxybenzenesulfonic acid, ammonium salt [NH4+].CC(C)(C)C=1C=C(C=C(C1OC)C(C)(C)C)S(=O)(=O)[O-]